1-Benzyl-2-oxo-1,2-dihydropyridine-4-carboxylic acid methyl ester COC(=O)C1=CC(N(C=C1)CC1=CC=CC=C1)=O